[N+](=O)([O-])C1=C(C(=C(C=C1)N)C(F)(F)F)N 4-nitro-2-(trifluoromethyl)benzene-1,3-diamine